FC=1C=CC(=NC1)NC1CCN(CC1)S(=O)(=O)C 5-fluoro-N-(1-(methylsulfonyl)piperidin-4-yl)pyridin-2-amine